methyl 3-(5-(chloromethyl)pyridine-3-sulfonamido)propanoate ClCC=1C=C(C=NC1)S(=O)(=O)NCCC(=O)OC